(R)-3-(1-methyl-1H-pyrazol-4-yl)-N-(3-methylpyridin-2-yl)-N-(piperidin-3-yl)benzamide CN1N=CC(=C1)C=1C=C(C(=O)N([C@H]2CNCCC2)C2=NC=CC=C2C)C=CC1